5,5,5-trifluoro-3-hydroxy-4-methylpentane-2-one FC(C(C(C(C)=O)O)C)(F)F